bis(4-naphthalene-2-yl-phenyl)-(2',5'-diphenyl-biphenyl-4-yl)-amine C1=C(C=CC2=CC=CC=C12)C1=CC=C(C=C1)N(C1=CC=C(C=C1)C1=C(C=CC(=C1)C1=CC=CC=C1)C1=CC=CC=C1)C1=CC=C(C=C1)C1=CC2=CC=CC=C2C=C1